tert-butyl-(3-iodocyclobutoxy-3-d)dimethylsilane C(C)(C)(C)[Si](C)(C)OC1CC(C1)([2H])I